N-(3-chloro-2-fluorobenzyl)-2-(((trans)-3-hydroxy-3-(cis)-methylcyclobutyl)amino)acetamide ClC=1C(=C(CNC(CNC2CC(C2)(C)O)=O)C=CC1)F